5-[4-amino-5-(trifluoromethyl)pyrrolo[2,1-f][1,2,4]triazin-7-yl]-N-[(3R,4S)-1-[(3-chlorophenyl)methanesulfonyl]-4-fluoropyrrolidin-3-yl]-2-methoxypyridine-3-carboxamide NC1=NC=NN2C1=C(C=C2C=2C=C(C(=NC2)OC)C(=O)N[C@@H]2CN(C[C@@H]2F)S(=O)(=O)CC2=CC(=CC=C2)Cl)C(F)(F)F